cerium tris(tetramethylcyclopentadiene) CC1=C(C(=C(C1)C)C)C.CC1=C(C(=C(C1)C)C)C.CC1=C(C(=C(C1)C)C)C.[Ce]